S1C(=NC2=C1C=CC=C2)C2=C(C=CC=C2)C2=CC(=NC(=C2N2C1=CC=CC=C1C=1C=C(C=CC21)C#N)C2=CC=C(C=C2)N2C1=CC=CC=C1C=1C=C(C=CC21)C)N2C1=CC=CC=C1C=1C=C(C=CC21)C#N 9,9'-(4-(2-(benzo[d]thiazol-2-yl)phenyl)-6-(4-(3-methyl-9H-carbazol-9-yl)phenyl)pyridine-2,5-diyl)bis(9H-carbazole-3-carbonitrile)